1-(4-(bis(4-methoxyphenyl)methyl)piperazine-1-carbonyl)-1H-benzo[d][1,2,3]triazole-6-carbonitrile COC1=CC=C(C=C1)C(N1CCN(CC1)C(=O)N1N=NC2=C1C=C(C=C2)C#N)C2=CC=C(C=C2)OC